3,6,9,12-tetraoxa-tetradecane-1,14-dicarboxylic acid C(COCCOCCOCCOCCC(=O)O)C(=O)O